BrC=1C=CC2=C(C(=C(O2)CCOC)CO)C1 (5-bromo-2-(2-methoxyethyl)benzofuran-3-yl)methanol